tert-Butyl N-[2-[[2-[4-[2-[(2S)-2-methylazetidin-1-yl]-6-(trifluoromethyl)pyrimidin-4-yl]pyrazol-1-yl]acetyl]amino]ethyl]carbamate C[C@@H]1N(CC1)C1=NC(=CC(=N1)C=1C=NN(C1)CC(=O)NCCNC(OC(C)(C)C)=O)C(F)(F)F